4,6-dibromo-5-iodobenzo[b]thiophene BrC1=C(C(=CC=2SC=CC21)Br)I